The molecule is tetraanion of ADP-D-ribose 2'-phosphate. It has a role as a human metabolite. It is a conjugate base of an ADP-D-ribose 2'-phosphate. C1=NC(=C2C(=N1)N(C=N2)[C@H]3[C@@H]([C@@H]([C@H](O3)COP(=O)([O-])OP(=O)([O-])OC4[C@@H]([C@@H]([C@H](O4)CO)O)O)O)OP(=O)([O-])[O-])N